9-decenyl-magnesium chloride C(CCCCCCCC=C)[Mg]Cl